FC(OC1=C(C=O)C(=CC=N1)C)F (difluoromethoxy)-4-methylnicotinaldehyde